ClC=1C=C(C=C2C=C(N=CC12)NC(=O)[C@H]1[C@@H](C1)C#N)C=1C(=NN(C1)[C@@H]1OCCCC1)C(F)(F)F |&1:24| (±)-trans-N-[8-chloro-6-[1-tetrahydropyran-2-yl-3-(trifluoromethyl)pyrazol-4-yl]-3-isoquinolyl]-2-cyano-cyclopropanecarboxamide